Cyclopropyl((2R,3S,5R)-5-ethynyl-3-hydroxy-2-methylpyrrolidin-1-yl)methanone C1(CC1)C(=O)N1[C@@H]([C@H](C[C@@H]1C#C)O)C